ClC1=CC=C(C=C1)C=1C=2C(=C(SC2N2C(=NN=C2[C@@H](N1)CC=1OC=CN1)C)C)C 2-[[(9S)-7-(4-chloro-phenyl)-4,5,13-trimethyl-3-thia-1,8,11,12-tetrazatricyclo[8.3.0.02,6]trideca-2(6),4,7,10,12-pentaen-9-yl]methyl]oxazole